2-((4-(2,7-diazaspiro[3.5]nonan-2-yl)pyrimidin-5-yl)oxy)-N-(3,3-difluorocyclobutyl)-5-fluoro-N-isopropylbenzamide hydrochloride Cl.C1N(CC12CCNCC2)C2=NC=NC=C2OC2=C(C(=O)N(C(C)C)C1CC(C1)(F)F)C=C(C=C2)F